Ethyl 1-[[(4,5,6,7,8,9-hexahydrocycloocta[b]thiophen-2-ylcarbonyl)amino]methyl]-2-methylcyclopentanecarboxylate S1C2=C(C=C1C(=O)NCC1(C(CCC1)C)C(=O)OCC)CCCCCC2